(S)-3-bromo-4-methoxy-5-methylfuran BrC1=COC(=C1OC)C